COC=1C(=NC(=NC1NC1=CC=NC=C1)N1CCOCC1)C=1C=C(C(=O)N(C)C)C=CC1 3-(5-methoxy-2-morpholino-6-(pyridin-4-ylamino)pyrimidin-4-yl)-N,N-dimethylbenzamide